tertbutyl 5-(5-amino-6-fluoro-2,3-dihydrobenzofuran-7-yl)-2,3,4,7-tetrahydroazepine-1-carboxylate NC=1C(=C(C2=C(CCO2)C1)C=1CCCN(CC1)C(=O)OC(C)(C)C)F